hydrazinecarboxylic acid (pyrid-2-yl)disulfanylethyl ester N1=C(C=CC=C1)SSCCOC(=O)NN